C(C)(C)N1N=CC(=C1)NC1=NC=CC(=N1)C1=CN(C2=CC(=CC=C12)NC(C=C)=O)C N-[3-[2-[(1-isopropylpyrazol-4-yl)amino]pyrimidin-4-yl]-1-methyl-indol-6-yl]prop-2-enamide